FC1CN(C1)CCC1=C(C=CC=C1)[N+](=O)[O-] 3-fluoro-1-[2-(2-nitrophenyl)ethyl]azetidine